2-((3,5-dimethylpyrazolyl)carbamoyl)ethyl methacrylate C(C(=C)C)(=O)OCCC(NC=1C(=NNC1C)C)=O